1,4-Benzenedimethanethiol C1(=CC=C(C=C1)CS)CS